C(N)(=O)C1=CC=C(C(=C1C1=C(C=CC2=C1C[C@](O2)(C2=CC=CC=C2)CN(C(OC(C)(C)C)=O)C)Cl)F)OC tert-butyl (((2S,4R)-4-(6-carbamoyl-2-fluoro-3-methoxyphenyl)-5-chloro-2-phenyl-2,3-dihydrobenzofuran-2-yl)methyl)(methyl)carbamate